C[Si]1(O[Si](O[Si](O[Si](O[Si](O1)(C=C)C)(C=C)C)(C=C)C)(C=C)C)C=C 2,4,6,8,10-pentamethyl-2,4,6,8,10-pentavinylcyclopentasiloxane